C(O[C@H]1C[C@H](CC1)C1=NN(C(=C1)NC=1C=CC2=C(OCCN(S2(=O)=O)CC2=CC=C(C=C2)OC)C1)C(C)(C)C)(OC1=CC=C(C=C1)[N+](=O)[O-])=O (1R,3S)-3-(1-(tert-butyl)-5-((2-(4-methoxybenzyl)-1,1-dioxido-3,4-dihydro-2H-benzo[b][1,4,5]oxathiazepin-7-yl)amino)-1H-pyrazol-3-yl)cyclopentyl (4-nitrophenyl) carbonate